6-chloro-N-{3-[2-(4-chloro-3-fluorophenoxy)acetamido]bicyclo[1.1.1]pent-1-yl}-4-(2-methoxy-2-methylpropyl)-3,4-dihydro-2H-1,4-benzoxazine-2-carboxamide ClC=1C=CC2=C(N(CC(O2)C(=O)NC23CC(C2)(C3)NC(COC3=CC(=C(C=C3)Cl)F)=O)CC(C)(C)OC)C1